N-[5-(4-benzyloxy-3-fluorophenyl)thiazol-2-yl]-8-oxo-6,7-dihydro-5H-indolizine-5-carboxamide C(C1=CC=CC=C1)OC1=C(C=C(C=C1)C1=CN=C(S1)NC(=O)C1N2C=CC=C2C(CC1)=O)F